ClC=1C2=C(C=3N(N1)N=NN3)N=CC=C2 6-chloropyrido[2,3-d]tetrazolo[1,5-b]pyridazine